CC1=NSC(=C1C(=O)OCC)C1=CC=CC=C1 Ethyl 3-methyl-5-phenylisothiazole-4-carboxylate